hexamethylenediaminetetraacetic acid iron sodium salt [Na+].[Fe+2].N(CCCCCCN(CC(=O)[O-])CC(=O)[O-])(CC(=O)O)CC(=O)[O-]